O=C1NC(CCC1C1=C(C=C(C=C1F)N1CC(C1)NC(OC12CC(C1)(C2)C(N(C)C2=C(C=C(C=C2)Cl)C)=O)=O)F)=O 3-((4-chloro-2-methylphenyl)(methyl)carbamoyl)bicyclo[1.1.1]pentan-1-yl (1-(4-(2,6-dioxopiperidin-3-yl)-3,5-difluorophenyl)azetidin-3-yl)carbamate